FC(CCOC(CN1N=CC=C1)=O)=C(F)F.C1(C=CC(N1C1=CC=C(C=C1)CCCC(=O)O)=O)=O.C1(CCC(N1)=O)=O succinimide 4-(p-maleimidophenyl)butyrate 3,4,4-trifluorobut-3-en-1-yl-2-(1H-pyrazol-1-yl)acetate